(hydroxymethyl)-6-methyl-1,4-oxazepan-6-ol OCC1OCC(CNC1)(O)C